(S)-3-chloro-4-((3,5-difluoropyridin-2-yl)methoxy-d2)-2'-(3-(isopropylsulfonyl)-1H-pyrazol-1-yl)-5',6-dimethyl-2H-[1,4'-bipyridin]-2-one ClC=1C(N(C(=CC1OC([2H])([2H])C1=NC=C(C=C1F)F)C)C1=CC(=NC=C1C)N1N=C(C=C1)S(=O)(=O)C(C)C)=O